CN1C(N(C2=NC(=NC=C12)NC1=C(C=C(C=C1)C(F)(F)F)C)C1CCOCC1)=O 7-methyl-2-((2-methyl-4-(trifluoromethyl)phenyl)amino)-9-(tetrahydro-2H-pyran-4-yl)-7,9-dihydro-8H-purin-8-one